methyl (S)-3-(3-(2-methoxyethoxy)phenyl)-4-(2,7-diazaspiro[3.5]nonan-2-yl)butanoate COCCOC=1C=C(C=CC1)[C@H](CC(=O)OC)CN1CC2(C1)CCNCC2